ClC=1C=C(C=C(C1)Cl)C(C(F)(F)F)=O 1-(3,5-dichlorophenyl)-2,2,2-tri-fluoro-ethanone